4-[7-(1-ethyl-1H-1,2,3-triazol-5-yl)-3-[1-(oxan-2-yl)-1H-pyrazol-5-yl]-[1,2]thiazolo[4,5-b]pyridin-5-yl]-3-methylmorpholine C(C)N1N=NC=C1C1=C2C(=NC(=C1)N1C(COCC1)C)C(=NS2)C2=CC=NN2C2OCCCC2